CC1(CC(C1)(C1=NN=CN1C)C=1C=C(C=CC1)NC(=O)C=1C(N(C=C(C1)CNCC(C)C)CC1COC1)=O)C N-(3-(3,3-dimethyl-1-(4-methyl-4H-1,2,4-triazol-3-yl)cyclobutyl)phenyl)-5-((isobutylamino)methyl)-1-(oxetan-3-ylmethyl)-2-oxo-1,2-dihydropyridine-3-carboxamide